CN1CCC(=CC1)C1=NC=C(C(=C1)N)[N+](=O)[O-] 2-(1-methyl-1,2,3,6-tetrahydropyridin-4-yl)-5-nitropyridine-4-Amine